N-tert-butyl-3-(2-tert-butyl-pyrazol-3-yl)-5-iodo-benzamide C(C)(C)(C)NC(C1=CC(=CC(=C1)I)C=1N(N=CC1)C(C)(C)C)=O